FC=1C=C(CC2OC(C3=CC(=CC=C23)N2C[C@@H](CC2)OC)=O)C=CC1F 3-(3,4-difluorobenzyl)-6-((R)-3-methoxypyrrolidin-1-yl)isobenzofuran-1(3H)-one